CN1C[C@@]2(C3=C1C=NC=1C=CC(=CC31)C=3C=C(C(=NC3)N3CCS(CC3)=O)NS(=O)(=O)C3=CC=CC=C3)C(CC2)=O |r| rac-N-(5-(3'-methyl-2-oxo-2',3'-dihydrospiro[cyclobutane-1,1'-pyrrolo[2,3-c]quinolin]-8'-yl)-2-(1-oxidothiomorpholino)pyridin-3-yl)benzenesulfonamide